CC=1N=C(SC1C)NC(=O)C=1C=C(C=CC1C)N(CC1=CC=C(C=C1)OC)CCCC(=O)O 4-(N-(3-(4,5-dimethylthiazol-2-ylcarbamoyl)-4-methylphenyl)-N-(4-methoxybenzyl)amino)butanoic acid